5,8-dihydroxy-2-methyl-4H-chromen-4-one OC1=C2C(C=C(OC2=C(C=C1)O)C)=O